4-butyl-1-(2,4-difluorophenyl)-3-(4-fluorophenyl)-N-(2-methoxyethyl)-5-methyl-4,5-dihydro-1H-pyrazole-5-carboxamide C(CCC)C1C(=NN(C1(C(=O)NCCOC)C)C1=C(C=C(C=C1)F)F)C1=CC=C(C=C1)F